OC(C)(C)C12CN(C(C1)C2)C2=CC(=NC(=N2)NC)N2N=CC1=CC=C(C=C21)[C@]2(CC21CC1)C#N |o1:27| (R or S)-1-(1-(6-(4-(2-hydroxypropan-2-yl)-2-azabicyclo[2.1.1]hexan-2-yl)-2-(methylamino)pyrimidin-4-yl)-1H-indazol-6-yl)spiro[2.2]pentane-1-carbonitrile